2-((2-(2-methylpyrrolidin-1-yl)ethyl)thio)-1,4-dihydroquinazoline dihydrochloride Cl.Cl.CC1N(CCC1)CCSC=1NC2=CC=CC=C2CN1